3-(piperazin-1-yl)propane-1,3-dione N1(CCNCC1)C(CC=O)=O